FC([C@](C(=O)N[C@@H]1COC2(C1)CCN(CC2)S(=O)(=O)C2=CC1=CC=CC=C1C=C2)(C2=CC=CC=C2)OC)(F)F (R)-3,3,3-trifluoro-2-methoxy-N-((S)-8-(naphthalen-2-ylsulfonyl)-1-oxa-8-azaspiro[4.5]decan-3-yl)-2-phenylpropanamide